bis(di-tert-butyl(4-dimethylaminophenyl))Phosphine C(C)(C)(C)C=1C(=C(C=CC1N(C)C)PC1=C(C(=C(C=C1)N(C)C)C(C)(C)C)C(C)(C)C)C(C)(C)C